3,7-dimethylocta-1,6-dien-3-yl 3-phenylprop-2-enoate (Linalyl Cinnamate) C(C)(C=C)(CCC=C(C)C)C(C(=O)O)=CC1=CC=CC=C1.C1(=CC=CC=C1)C=CC(=O)OC(C=C)(CCC=C(C)C)C